C(C)(C)(C)OC(=O)N1C(C2(C1)CCC2)NC2=NC=C(C(=N2)C2=CNC1=C(C(=CC=C21)C#N)Br)C(F)(F)F ((4-(7-bromo-6-cyano-1H-indol-3-yl)-5-(trifluoromethyl)pyrimidin-2-yl)amino)-2-azaspiro[3.3]heptane-2-carboxylic acid tert-butyl ester